FC(C1=CC=C(CN2[C@H](CC3(CC3)CC2)C(=O)NC2(CC2)C2=CC=C(C(=O)[O-])C=C2)C=C1)(F)F.[Na+] sodium (R)-4-(1-(6-(4-(trifluoromethyl) benzyl)-6-azaspiro[2.5]octane-5-carboxamido)cyclopropyl)benzoate